2-(1H-tetrazole-5-yl)aniline hydrochloride Cl.N1N=NN=C1C1=C(N)C=CC=C1